ClC=1C=NN(C1C[C@H]1N(C(C2=CC=CC=C12)=O)C[C@@H]1CC2=C(NN=N2)CC1)C (R)-3-((4-chloro-1-methyl-1H-pyrazol-5-yl)methyl)-2-(((S)-4,5,6,7-tetrahydro-1H-benzo[d][1,2,3]triazol-5-yl)methyl)isoindolin-1-one